C1(=CC=CC=C1)S(=O)(=O)C(CCC(=C)C)C(CCBr)=C 8-Bromo-2-methyl-6-methylen-1-octen-5-yl phenyl sulfone